COC=1C=C(C=C(C1)OC)/C=C/C1=CC=C(C=C1)O 4-[(E)-2-(3,5-dimethoxyphenyl)vinyl]phenol